5-(7-methoxy-5-methylbenzothien-2-yl)-7-(piperidin-3-yl)-7H-pyrrolo[2,3-d]pyrimidin COC1=CC(=CC=2C=C(SC21)C2=CN(C=1N=CN=CC12)C1CNCCC1)C